tertbutyl ((2S)-1-(2-(3-amino 3-oxopropyl) 2-(2-chloro 2-fluoroacetyl)hydrazineyl)-3-(bicyclo[1.1.1]pentan-1-yl)-1-oxopropan-2-yl)carbamate NC(CCN(NC([C@H](CC12CC(C1)C2)NC(OC(C)(C)C)=O)=O)C(C(F)Cl)=O)=O